[N+](=O)([O-])C1=C(N)C=C(C=C1)OC1=CC=CC=C1 2-nitro-5-phenoxyaniline